fluoroiodine FI